BrC1=C(C(=O)NC23CCC(CC2)(CC3)C#N)C=CC(=C1)C(F)(F)F 2-Bromo-N-(4-cyanobicyclo[2.2.2]oct-1-yl)-4-(trifluoromethyl)benzamide